CN1N=CC2=CC=C(C=C12)C1(C(CCCC1)=O)CC#N 2-[1-(1-methylindazol-6-yl)-2-oxo-cyclohexyl]acetonitrile